4-methoxymethoxy-1-oxoisoindoline COCOC1=C2CNC(C2=CC=C1)=O